tert-Butyl 4-(4-bromo-2,6-difluoro-phenoxy)piperidine-1-carboxylate BrC1=CC(=C(OC2CCN(CC2)C(=O)OC(C)(C)C)C(=C1)F)F